N[C@@H]([C@@H](C(=O)N[C@@H](C(=O)O)C1=C(C(=CC=C1)C(F)(F)F)Cl)O)CC1=CC=CC=C1 (R)-2-((2S,3R)-3-amino-2-hydroxy-4-phenylbutanamido)-2-(2-chloro-3-(trifluoromethyl)phenyl)acetic acid